2-(2,6-dimethylpyridin-4-yl)-3-isopropyl-5-(1-(tetrahydro-2H-pyran-4-yl)piperidin-4-yl)-1H-indole CC1=NC(=CC(=C1)C=1NC2=CC=C(C=C2C1C(C)C)C1CCN(CC1)C1CCOCC1)C